[(1S,7S,8S,8aR)-8-[2-[(2R,4R)-4-hydroxy-6-oxooxan-2-yl]ethyl]-7-methyl-1,2,3,7,8,8a-hexahydronaphthalen-1-yl] (2S)-2-methylbutanoate C[C@H](C(=O)O[C@H]1CCC=C2C=C[C@@H]([C@@H]([C@@H]12)CC[C@H]1OC(C[C@@H](C1)O)=O)C)CC